3-chloro-5-(3-isopropyl-5-(piperidin-4-yloxy)-1H-indol-2-yl)-1,4-dimethylpyridin-2(1H)-one ClC=1C(N(C=C(C1C)C=1NC2=CC=C(C=C2C1C(C)C)OC1CCNCC1)C)=O